CN1CCC(CC1)NC(=O)C1=NC=CC(=N1)C1=CC2=C(C=CC=C2C=C1)NC(C=C)=O N-(1-methylpiperidin-4-yl)-4-[8-(prop-2-enamido)naphthalen-2-yl]pyrimidine-2-carboxamide